N-(3-methoxybenzyl)-2-((2-(3-methoxybenzyloxy)ethoxy)methyl)-N-(4-(pyrrolidin-1-yl)benzyl)pyridin-4-amine COC=1C=C(CN(C2=CC(=NC=C2)COCCOCC2=CC(=CC=C2)OC)CC2=CC=C(C=C2)N2CCCC2)C=CC1